C(C)(C)(C)N(C(=O)OCCN1C(C(CC1)C1=CC=2C(=NC=CC2NC=2C(=CC3=C(N=CS3)C2)F)S1)C)C1=NC=CC=C1C 2-(3-(4-((6-fluorobenzo[d]thiazol-5-yl)amino)thieno[2,3-b]pyridin-2-yl)-2-methylpyrrolidin-1-yl)ethan-1-ol tert-Butyl(3-methylpyridin-2-yl)carbamate